C(CCCCCCCCCCC)N1C2=CC=CC=C2C=2C=CC=CC12 9-dodecyl-9H-carbazole